[Se-2].[Nb+4].[Se-2] niobium(IV) selenide